5-(2-chlorophenoxy)carbonylamino-3-(1-(3-pentyl)-1,2,3,6-tetrahydropyridin-4-yl)-1H-indole ClC1=C(OC(=O)NC=2C=C3C(=CNC3=CC2)C=2CCN(CC2)C(CC)CC)C=CC=C1